1-(2-methanesulfonylethyl)-piperidin CS(=O)(=O)CCN1CCCCC1